F[C@@H](C(=O)N)[C@](C)(O)C1=CC=C(C=C1)F (2R,3R)-2-fluoro-3-(4-fluorophenyl)-3-hydroxybutyramide